(1S,3S,5S)-N-((R)-1-(4-carbamimidoylthiophen-2-yl)ethyl)-5-methyl-2-((3-methyl-4-phenoxybenzoyl)glycyl)-2-azabicyclo[3.1.0]hexane-3-carboxamide C(N)(=N)C=1C=C(SC1)[C@@H](C)NC(=O)[C@H]1N([C@H]2C[C@]2(C1)C)C(CNC(C1=CC(=C(C=C1)OC1=CC=CC=C1)C)=O)=O